S-methyl 3-methylbutanethioate CC(C)CC(=O)SC